methyl-4-(4-(3-benzamido-2-methylphenyl)-7H-pyrrolo[2,3-d]pyrimidin-6-yl)benzoate COC(C1=CC=C(C=C1)C1=CC2=C(N=CN=C2C2=C(C(=CC=C2)NC(C2=CC=CC=C2)=O)C)N1)=O